F[C@@H]1[C@H](CN(CC1)C(=O)OC(C)(C)C)NC1=NC=CC(=N1)C1=CN=C2N1N=C(C(=C2)OC)C2CC1(C2)CCC1 tert-butyl (3S,4S)-4-fluoro-3-((4-(7-methoxy-6-(spiro[3.3]heptan-2-yl)imidazo[1,2-b]pyridazin-3-yl)pyrimidin-2-yl)amino)piperidine-1-carboxylate